2-(1H-imidazol-1-yl)-5-(5-(piperidin-4-ylidenemethyl)pyrazin-2-yl)pyridin-4-ol N1(C=NC=C1)C1=NC=C(C(=C1)O)C1=NC=C(N=C1)C=C1CCNCC1